3-(3-(6,7-dihydropyrazolo[1,5-a]pyrazin-5(4H)-yl)-2-hydroxypropyl)imidazolidin-2-one N1=CC=C2N1CCN(C2)CC(CN2C(NCC2)=O)O